C=1(C(=CC=CC1)C(=O)NNC(=O)C=1C(=CC=CC1)C)C N,N'-Ditoluoylhydrazin